ClC=1C=C(C=CC1F)NC1=NC=NC2=CC(=C(C=C12)OCCCN1CCN(CC1)CC1=CC(=C(C=C1)N1C(NC(CC1)=O)=O)F)OC 1-(4-((4-(3-((4-((3-chloro-4-fluorophenyl)amino)-7-methoxyquinazolin-6-yl)oxy)propyl)piperazin-1-yl)methyl)-2-fluorophenyl)dihydropyrimidine-2,4(1H,3H)-dione